[C@H]12OC[C@H](N(C1)C1=NC=3N(C=C1)N=CC3C(=O)NC3=C(C=C(C=C3)N3CCC(CC3)C=O)Cl)C2 5-((1r,4r)-2-oxa-5-azabicyclo[2.2.1]heptan-5-yl)-N-(2-chloro-4-(4-formylpiperidin-1-yl)phenyl)pyrazolo[1,5-a]pyrimidine-3-carboxamide